2',4',6'-tri-i-propyl-1,1-biphenyl C(C)(C)C1=C(C(=CC(=C1)C(C)C)C(C)C)C1=CC=CC=C1